Cadmium phosphate salt P(=O)([O-])([O-])[O-].[Cd+2].P(=O)([O-])([O-])[O-].[Cd+2].[Cd+2]